Undecane-2,3-dione CC(C(CCCCCCCC)=O)=O